5-(((8-fluoro-7-(8-fluoronaphthalen-1-yl)-2-((hexahydro-1H-pyrrolizin-7a-yl)methoxy)pyrido[4,3-d]pyrimidin-4-yl)amino)methyl)pyridin-2(1H)-one FC1=C(N=CC2=C1N=C(N=C2NCC=2C=CC(NC2)=O)OCC21CCCN1CCC2)C2=CC=CC1=CC=CC(=C21)F